FC1(CCC1)CNC=1N=CC2=C(N1)NC=C2C2OC1=C(C(NC2)=O)C=CC=C1 (2-(((1-fluorocyclobutyl)methyl)amino)-7H-pyrrolo[2,3-d]pyrimidin-5-yl)-3,4-dihydrobenzo[f][1,4]oxazepin-5(2H)-one